tetra-tert-butyl-ammonium tetrafluoroborate F[B-](F)(F)F.C(C)(C)(C)[N+](C(C)(C)C)(C(C)(C)C)C(C)(C)C